(S)-5-(3-chloroimidazo[1,2-a]pyrimidin-6-yl)-N-(1-cyclopropylethyl)pyrrolo[2,1-f][1,2,4]triazin-2-amine ClC1=CN=C2N1C=C(C=N2)C=2C=CN1N=C(N=CC12)N[C@@H](C)C1CC1